tert-Butyl 3-(2-aminoethyl)-3-hydroxypyrrolidine-1-carboxylate NCCC1(CN(CC1)C(=O)OC(C)(C)C)O